(R)-1-(2,5-difluoropyridin-3-yl)ethyl (4-(5-(1-(difluoromethyl)-3,3-difluorocyclobutane-1-carboxamido)pyrimidin-2-yl)-1-methyl-1H-pyrazol-5-yl)carbamate FC(C1(CC(C1)(F)F)C(=O)NC=1C=NC(=NC1)C=1C=NN(C1NC(O[C@H](C)C=1C(=NC=C(C1)F)F)=O)C)F